ClC1=CC2=C(CCC3=C(N2CCCNC/C=C/C(=O)OCC)N=CN=C3)C=C1 ethyl (E)-4-{[3-(9-chloro-5,6-dihydro-11H-pyrimido[4,5-b][1]benzazepin-11-yl)propyl]amino}but-2-enoate